6-((3-((3R,4S)-3-amino-4-fluoropiperidin-1-yl)-6-chloro-1H-benzo[d]imidazol-1-yl)methyl)nicotinonitrile N[C@@H]1CN(CC[C@@H]1F)N1CN(C2=C1C=CC(=C2)Cl)CC2=NC=C(C#N)C=C2